tert-butyl (E)-3-(3-(5-carbamoyl-2-((4-((2-methoxy-4-(methoxycarbonyl)-6-nitrophenyl)amino)but-2-en-1-yl)amino)-3-nitrophenoxy)prop-1-yn-1-yl)azetidine-1-carboxylate C(N)(=O)C=1C=C(C(=C(OCC#CC2CN(C2)C(=O)OC(C)(C)C)C1)NC\C=C\CNC1=C(C=C(C=C1[N+](=O)[O-])C(=O)OC)OC)[N+](=O)[O-]